methyl 5-(2-(1-((tert-butoxycarbonyl) amino) ethyl)-5-(((5-fluoro-2,3-dihydrobenzofuran-4-yl) methyl) amino) imidazo[1,2-c]pyrimidin-8-yl)-1-methyl-1H-pyrazole-3-carboxylate C(C)(C)(C)OC(=O)NC(C)C=1N=C2N(C(=NC=C2C2=CC(=NN2C)C(=O)OC)NCC2=C(C=CC3=C2CCO3)F)C1